FC(C(C(F)(F)F)(O)C1=CC=C(C=C1)C1=C(C=C(C=C1)CN1C[C@@H](N(CC1)CC1=CC=NC=C1)CC(=O)OCCO)C)(F)F 2-hydroxyethyl (S)-2-(4-((4'-(1,1,1,3,3,3-hexafluoro-2-hydroxypropan-2-yl)-2-methyl-[1,1'-biphenyl]-4-yl)methyl)-1-(pyridin-4-ylmethyl)piperazin-2-yl)acetate